3-ethyl-12-[2-(methoxymethoxy)phenyl]-4,8,10,11-tetrazatricyclo[7.4.0.02,7]trideca-1(9),2(7),10,12-tetraene C(C)C1C=2C=3C=C(N=NC3NC2CCN1)C1=C(C=CC=C1)OCOC